NC1=NN=C(S1)C1=CC=C(C=C1)NC1=C(C=NC=C1)C1=CC=C(C=C1)OC N-[4-(5-amino-1,3,4-thiadiazol-2-yl)phenyl]-3-(4-methoxyphenyl)pyridin-4-amine